BrC1=CC=C(C=C1)[C@@H](C)[C@]1(C(NC([C@@H]1CO)=O)=O)C (3R,4S)-3-[(1R)-1-(4-bromophenyl)ethyl]-4-(hydroxymethyl)-3-methyl-pyrrolidine-2,5-dione